(R)-1-(2-(1-aminoethyl)-6-cyclopropylimidazo[1,2-a]pyridin-8-yl)-3-methyl-imidazolidine-2,4-dione 2'-fluorocytidine-3'-phosphate P(=O)(O)(O)O[C@H]1[C@]([C@@H](O[C@@H]1CO)N1C(=O)N=C(N)C=C1)(O)F.N[C@H](C)C=1N=C2N(C=C(C=C2N2C(N(C(C2)=O)C)=O)C2CC2)C1